ClC=1C=C(C(=C2C(=NN(C12)C)N(C)C)OC1=C(C=CC(=C1)F)Cl)NC(C1=CC(=CC(=C1)C(F)(F)F)F)=O N-(7-chloro-4-(2-chloro-5-fluorophenoxy)-3-(dimethylamino)-1-methyl-1H-indazol-5-yl)-3-fluoro-5-(trifluoromethyl)benzamide